4-[[(7R)-8-cyclopentyl-7-ethyl-5-methyl-6-oxo-7H-pteridin-2-yl]amino]-3-methoxy-N-[3-[3-(4-piperidyloxy)propoxy]propyl]benzamide C1(CCCC1)N1[C@@H](C(N(C=2C=NC(=NC12)NC1=C(C=C(C(=O)NCCCOCCCOC2CCNCC2)C=C1)OC)C)=O)CC